FC1=C(NC=2C3=C(N=CN2)C=C(C(=N3)N3[C@@H]2CN([C@H](C3)C2)C(=O)OC(C)(C)C)F)C=CC(=C1F)OC[C@@H]1COCC1 tert-butyl (1S,4S)-5-[4-[2,3-difluoro-4-[[(3S)-tetrahydrofuran-3-yl]methoxy]anilino]-7-fluoro-pyrido[3,2-d]pyrimidin-6-yl]-2,5-diazabicyclo[2.2.1]heptane-2-carboxylate